2,3-Dimethylindazole-6-carboxylic acid methyl ester COC(=O)C=1C=CC2=C(N(N=C2C1)C)C